(E)-1-((1R,5S,6s)-6-((4-amino-5-(4-chloro-3-methoxyphenyl)-7-methyl-7H-pyrrolo[2,3-d]pyrimidin-6-yl)ethynyl)-3-aza-bicyclo[3.1.0]hexan-3-yl)-4-(dimethylamino)but-2-en-1-one NC=1C2=C(N=CN1)N(C(=C2C2=CC(=C(C=C2)Cl)OC)C#CC2[C@@H]1CN(C[C@H]21)C(\C=C\CN(C)C)=O)C